C(C)(C)(C)S(=O)N=C(CCC1CC1)C=1C=CC(=NC1)C(=O)N 5-(1-(tert-butylsulfinylimino)-3-cyclopropylpropyl)picolinamide